5-(azetidin-1-ylmethyl)-N-(4-(cis-bicyclo[3.1.0]hexan-3-yloxy)-3-fluoro-5-methylphenyl)-2-(pyrrolidin-1-yl)oxazole-4-carboxamide N1(CCC1)CC1=C(N=C(O1)N1CCCC1)C(=O)NC1=CC(=C(C(=C1)C)OC1CC2CC2C1)F